(3S,5S)-3-({1-cyclopentyl-5-[2-(1,1-difluoroethyl)phenyl]-1H-pyrazol-3-yl}formamido)-5-(3,3-difluoropyrrolidin-1-yl)hexanoic acid C1(CCCC1)N1N=C(C=C1C1=C(C=CC=C1)C(C)(F)F)C(=O)N[C@H](CC(=O)O)C[C@H](C)N1CC(CC1)(F)F